FC=1C=C(C=C(C1OC1=CC=NC2=CC(=C(C=C12)OC)OCCNC)F)NC(=O)C=1C=NC=CC1OC N-(3,5-difluoro-4-((6-methoxy-7-(2-(methylamino)ethoxy)quinolin-4-yl)oxy)phenyl)-4-methoxypyridine-3-carboxamide